1-cyclopentyl-5-(2-ethyl-4-fluorophenyl)-1H-pyrazol C1(CCCC1)N1N=CC=C1C1=C(C=C(C=C1)F)CC